(1S,2S)-2-(3-chlorophenyl)-N-(6-(((6-cyclopropyl-8-(2-oxopiperazin-1-yl)imidazo[1,2-a]pyridin-2-yl)methyl)amino)pyrimidin-4-yl)cyclopropane-1-carboxamide ClC=1C=C(C=CC1)[C@@H]1[C@H](C1)C(=O)NC1=NC=NC(=C1)NCC=1N=C2N(C=C(C=C2N2C(CNCC2)=O)C2CC2)C1